N1=CN=C2N1C=CC(=N2)OC2=C(C(=C(N)C=C2)F)C 4-([1,2,4]triazolo[1,5-a]pyrimidin-5-yloxy)-2-fluoro-3-methylaniline